1-bromo-4-(bromomethyl)-2-chloro-5-fluorobenzene BrC1=C(C=C(C(=C1)F)CBr)Cl